(S)-6-(2-amino-5-(4-(3-methylmorpholino)phenyl)pyridin-3-yl)-3,4-dihydroisoquinolin-1(2H)-one NC1=NC=C(C=C1C=1C=C2CCNC(C2=CC1)=O)C1=CC=C(C=C1)N1[C@H](COCC1)C